tolueneEthanol C(C1=CC=CC=C1)CCO